C(C)OC(=O)C1(N=C2N(N=CC=C2)C1)C 2-methylimidazo[1,2-b]pyridazine-2-carboxylic acid ethyl ester